Cl.OC(C)C(CCCCCC)N1C2=NC=NC(=C2N=C1)N racemic-9-(2-hydroxy-3-nonyl)adenine hydrochloride